C(C)OCC1(CC(N(C1)C(C)(C)C=1C=CC(=NC1)C)(F)F)CCC=1SC(=CC1)F 5-(2-(4-(ethoxymethyl)-2,2-difluoro-4-(2-(5-fluorothiophen-2-yl)ethyl)pyrrolidin-1-yl)propan-2-yl)-2-methylpyridine